CC=1N=C(SC1)CN1[C@H]2CC(C[C@@H]1CC2)N2C=CC1=CC=CC=C21 N-((1R,3s,5S)-8-((4-methylthiazol-2-yl)methyl)-8-azabicyclo[3.2.1]octan-3-yl)-1H-indole